1-[(2R,3S,4R,5R)-4-[(tert-butyldimethylsilyl)oxy]-5-{[(tert-butyldimethylsilyl)oxy]methyl}-5-(chloromethyl)-3-fluorooxolan-2-yl]pyrimidin-2-one [Si](C)(C)(C(C)(C)C)O[C@H]1[C@@H]([C@@H](O[C@]1(CCl)CO[Si](C)(C)C(C)(C)C)N1C(N=CC=C1)=O)F